COC1=CC=C(C=C1)C1=NC2=CC=CC=C2C=C1 2-(4-methoxyphenyl)quinoline